FC=1C(=C(C=CC1F)[C@@H]1[C@H](O[C@H]([C@H]1C)C)C(=O)NC1=CC(=NC=C1)C(=O)N)OC (2S,3R,4S,5S)-4-[[3-(3,4-Difluoro-2-methoxy-phenyl)-4,5-dimethyl-tetrahydrofuran-2-carbonyl]amino]pyridin-2-carboxamid